C(C)(C)(C)C=1C=C(C=C(C1O)C)CCC(=O)OCCOCCOCCOC(CCC1=CC(=C(C(=C1)C)O)C(C)(C)C)=O triethylene glycol-bis{3-(3-t-butyl-5-methyl-4-hydroxyphenyl) propionate}